ClC=1C=C2C(=C(N(C2=CC1)CC1CCOCC1)C)C(=O)N1CCC(CC1)(C(=O)N[C@H]1CN(C[C@H]1F)C)C1=CC=C(C=C1)F 1-(5-chloro-2-methyl-1-((tetrahydro-2H-pyran-4-yl)methyl)-1H-indole-3-carbonyl)-N-((3S,4R)-4-fluoro-1-methylpyrrolidin-3-yl)-4-(4-fluorophenyl)piperidine-4-carboxamide